O=C1NN=C2N1[C@H](CN(C2)C(=O)OC(C)(C)C)C(=O)N2CCCC2 |r| tert-butyl (5RS)-3-oxo-5-(pyrrolidin-1-ylcarbonyl)-2,5,6,8-tetrahydro[1,2,4]triazolo[4,3-a]pyrazine-7(3H)-carboxylate